FC(F)(F)C1=C(C#N)C=CC=C1 (trifluoromethyl)benzonitrile